COCCOCCOCCOCCOC1=C2C(=CNC2=CC=C1)CCN(C)C 2-(4-((2,5,8,11-tetraoxatridecan-13-yl)oxy)-1H-indol-3-yl)-N,N-di-Methyl-ethane-1-amine